2'-chloro-N-(5-(5-chloropicolinoyl)-5,6-dihydro-4H-pyrrolo[3,4-d]thiazol-2-yl)-5'-methoxy-6-methyl-[4,4'-bipyridine]-3-carboxamide ClC1=NC=C(C(=C1)C1=C(C=NC(=C1)C)C(=O)NC=1SC2=C(N1)CN(C2)C(C2=NC=C(C=C2)Cl)=O)OC